CNC([C@H]([C@@H](C)OCC(F)(F)F)NC(OCC1=CC=C(C=C1)[N+](=O)[O-])=O)=O 4-nitrobenzyl ((2S,3R)-1-(methylamino)-1-oxo-3-(2,2,2-trifluoroethoxy)butan-2-yl)carbamate